C(#N)C(C(=O)OCCOCC)=C β-ethoxyethyl cyanoacrylate